O=C1C(C(CC(C1)C1=CC=CC=C1)=O)=CNC(C(=O)O)C(C)O 2-(((2,6-dioxo-4-phenylcyclohexylidene)methyl)amino)-3-hydroxybutanoic acid